[2H]C1=C(C(=C(C(=C1Br)[2H])[2H])Br)[2H] 1,4-dibromobenzene-d4